COC(=O)C1CC(C1)CC(=O)O 2-(3-(methoxycarbonyl)cyclobutyl)acetic acid